[3-[6-(2-Chlorophenoxy)-3-pyridyl]azetidin-1-yl]-[(3R)-3-(tetrazol-1-yl)pyrrolidin-1-yl]methanone ClC1=C(OC2=CC=C(C=N2)C2CN(C2)C(=O)N2C[C@@H](CC2)N2N=NN=C2)C=CC=C1